N'-(oxybis(ethane-2,1-diyl))bis(N-methylbutan-2-amine) O(CCCC(CC)NC)CCCC(CC)NC